methyl 3-(hydroxymethyl)bicyclo(1.1.1)pentane-1-carboxylate OCC12CC(C1)(C2)C(=O)OC